COC1=CC=C(C=C1)C(OC[C@]1(O[C@H](CNC1)N1C(NC(C(=C1)C)=O)=O)CO[Si](C(C)C)(C(C)C)C(C)C)(C1=CC=CC=C1)C1=CC=C(C=C1)OC 1-[(2R,6S)-6-[[bis(4-methoxyphenyl)-phenyl-methoxy]methyl]-6-(triisopropylsiloxy-methyl)morpholin-2-yl]-5-methyl-pyrimidine-2,4-dione